2,3-difluorophenylpropionic acid FC1=C(C=CC=C1F)C(C(=O)O)C